1-(5-(((1S,2S)-2-(3-((cis)-4-methoxycyclohexyl)azetidin-1-yl)cyclohexyl)oxy)-1-oxoisoindolin-2-yl)-3-azabicyclo[3.1.1]heptane-2,4-dione CO[C@H]1CC[C@H](CC1)C1CN(C1)[C@@H]1[C@H](CCCC1)OC=1C=C2CN(C(C2=CC1)=O)C12C(NC(C(C1)C2)=O)=O